N-(4-(3-(1-methyl-1H-pyrazol-4-yl)imidazo[1,2-b]pyridazin-6-yl)phenyl)-4-(trifluoromethyl)benzenesulfonamide CN1N=CC(=C1)C1=CN=C2N1N=C(C=C2)C2=CC=C(C=C2)NS(=O)(=O)C2=CC=C(C=C2)C(F)(F)F